[N-](S(=O)(=O)C(F)(F)F)S(=O)(=O)C(F)(F)F.C[N+](CCCCCCC)(C)C Trimethyl-heptylammonium bis(trifluoromethanesulfonyl)imide salt